CC(C#C)OC1=NN=C(O1)C1=C(NC2=CC=C(C=C2)C(F)(F)F)C=CC=C1 2-(5-(but-3-yn-2-yloxy)-1,3,4-oxadiazol-2-yl)-N-(4-(trifluoromethyl)phenyl)aniline